methyl (E)-2-{2-[6-(6-methylpyridin-2-yloxy) pyrimidin-4-yloxy] phenyl}-3-methoxy-acrylate CC1=CC=CC(=N1)OC1=CC(=NC=N1)OC1=C(C=CC=C1)/C(/C(=O)OC)=C\OC